(5S,7S)-7-fluoro-2-[(1S,2S)-2-methylcyclopropyl]-5-phenyl-6,7-dihydro-5H-pyrrolo[1,2-b][1,2,4]triazole F[C@H]1C[C@H](N2N=C(N=C21)[C@@H]2[C@H](C2)C)C2=CC=CC=C2